C1(CC1)C1=NC(=NO1)C=1C=C2CCC(C2=CC1)C(=O)NC1=CC(=NC=C1)C 5-(5-Cyclopropyl-1,2,4-oxadiazol-3-yl)-N-(2-methylpyridin-4-yl)-2,3-dihydro-1H-inden-1-carboxamid